ClC1=C(C=C(NC2=NN(C3=C2C=NC=C3)CC(F)(F)F)C=C1)F 3-(4-chloro-3-fluoroanilino)-1-(2,2,2-trifluoroethyl)pyrazolo[4,3-c]pyridin